COCCN(CC[C@@H](C(=O)O)NC(=O)OCC1=CC=C(C=C1)C(F)(F)F)CCCCC1=NC=2NCCCC2C=C1 (S)-4-((2-methoxyethyl)(4-(5,6,7,8-tetrahydro-1,8-naphthyridin-2-yl)butyl)amino)-2-((((4-(trifluoromethyl)benzyl)oxy)carbonyl)amino)butanoic acid